Cl.FC=1C=C(C=CC1OC)C1=CN=C2N1C=CN=C2NC2=CC(=C(C=C2)C(=O)N2CCN(CC2)C(=O)[C@@H]2CNCC2)C [4-[[3-(3-fluoro-4-methoxyphenyl)imidazo[1,2-a]pyrazin-8-yl]amino]-2-methylphenyl]-[4-[(3S)-pyrrolidine-3-carbonyl]piperazin-1-yl]methanone hydrochloride